methyl 6-((2-((tert-butoxycarbonyl)amino)ethyl)(methyl)amino)quinoline-4-carboxylate C(C)(C)(C)OC(=O)NCCN(C=1C=C2C(=CC=NC2=CC1)C(=O)OC)C